3-(3-(4-(aminomethyl)phenyl)-5-(pyridin-3-yl)-3H-imidazo[4,5-b]pyridin-2-yl)pyridin-2-amine NCC1=CC=C(C=C1)N1C(=NC=2C1=NC(=CC2)C=2C=NC=CC2)C=2C(=NC=CC2)N